C(CCC(=O)OCCOC(C(=C)C)=O)(=O)OCCOC(C(=C)C)=O bis[2-[(2-methyl-propenoyl) oxy] ethyl] succinate